2-cyano-ethyl acrylate, lithium salt [Li].C(C=C)(=O)OCCC#N